COC(C1=C(C=CC(=C1)N(C)CCCC1=CC=C(C=C1)F)N(C(C(C1=CC=CC=C1)C1=CC=CC=C1)=O)C)=O.C1(=CC=CC=C1)NC(CCCCNC(C1=CC=CC=C1)=O)=O N-phenyl-5-(N-benzoylamino)pentanamide methyl-5-((3-(4-fluorophenyl)propyl)(methyl)amino)-2-(N-methyl-2,2-diphenylacetamido)benzoate